NC1=C(C=CC(=C1C)Br)CO (2-amino-4-bromo-3-methylphenyl)methanol